N-((4-Amino-3-fluorophenyl)sulfonyl)-2-(naphthalen-2-yloxy)acetamide NC1=C(C=C(C=C1)S(=O)(=O)NC(COC1=CC2=CC=CC=C2C=C1)=O)F